3-(6-(1-methyl-1H-1,2,4-triazole-5-carboxamido)-1H-pyrrolo[2,3-b]pyridin-2-yl)benzoic acid CN1N=CN=C1C(=O)NC1=CC=C2C(=N1)NC(=C2)C=2C=C(C(=O)O)C=CC2